1-(4-((4-(2-cyano-6-(1H-pyrazol-1-yl)pyridin-3-yl)piperidin-1-yl)methyl)-3-fluoropyridin-2-yl)-3-ethylurea C(#N)C1=NC(=CC=C1C1CCN(CC1)CC1=C(C(=NC=C1)NC(=O)NCC)F)N1N=CC=C1